Tris(4-bromophenyl)aminium BrC1=CC=C(C=C1)[NH+](C1=CC=C(C=C1)Br)C1=CC=C(C=C1)Br